BrC1=CC=C(C=C1)C1=CC=C(C=C1)C1=CC(=CC(=N1)N)SC 6-(4'-bromo-[1,1'-biphenyl]-4-yl)-4-(methylthio)pyridin-2-amine